tert-butyl (1S,2S,3R,5R)-2-fluoro-3-((3-(2-hydroxy-4-(1-methyl-1H-pyrazol-4-yl)phenyl)-1,2,4-triazin-6-yl)oxy)-9-azabicyclo[3.3.1]nonane-9-carboxylate F[C@H]1[C@@H]2CCC[C@H](C[C@H]1OC1=CN=C(N=N1)C1=C(C=C(C=C1)C=1C=NN(C1)C)O)N2C(=O)OC(C)(C)C